C(C1=CC=CC=C1)O[C@H]1CN(CC1)C1=C(N=CS1)C(=O)O 5-[(3R)-3-(benzyloxy)pyrrolidin-1-yl]-1,3-thiazole-4-carboxylic acid